FC=1C=NC=C(C1)[C@H](C=C)C1=CC=CC=C1 (R)-3-fluoro-5-(1-phenylallyl)pyridine